C[Si](O[C@H]1C[C@H](CC1)C1=NN(C(=C1)NC1=CC2=C(N(C(O2)=O)C)C=C1)C(C)(C)C)(C(C)(C)C)C 6-({3-[(1S,3R)-3-{[dimethyl(2-methylprop-2-yl)silyl]oxy}cyclopentyl]-1-(2-methylprop-2-yl)pyrazol-5-yl}amino)-3-methyl-2,3-dihydrobenzo[d][1,3]oxazol-2-one